2,2,2-trifluoroethyl propyl carbonate C(OCC(F)(F)F)(OCCC)=O